IC=1C(NC(N([C@H]2C[C@H](O)[C@@H](CO)O2)C1)=O)=S 5-IODO-4-THIO-2'-DEOXYURIDINE